C(#N)N1[C@H]2[C@@H](C[C@@H]1CC2)NC(=O)C=2OC(=CC2)C2=CC(=CC=C2)C(F)(F)F N-((1R,2R,4S)-7-cyano-7-azabicyclo[2.2.1]heptan-2-yl)-5-(3-(trifluoromethyl)phenyl)-2-furancarboxamide